2-(3-ethoxy-5-(3-((4-methyl-4H-1,2,4-triazol-3-yl)methyl)-oxetan-3-yl)phenyl)-6-((R)-1-((S)-3-fluoropyrrolidin-1-yl)ethyl)-4-(trifluoromethyl)-isoindolin-1-one C(C)OC=1C=C(C=C(C1)C1(COC1)CC1=NN=CN1C)N1C(C2=CC(=CC(=C2C1)C(F)(F)F)[C@@H](C)N1C[C@H](CC1)F)=O